3-(3-Hydroxyphenyl)-1-methyl-7-((3-(4-methylpiperazin-1-yl)phenyl)amino)-1,6-naphthyridin-2(1H)-one OC=1C=C(C=CC1)C=1C(N(C2=CC(=NC=C2C1)NC1=CC(=CC=C1)N1CCN(CC1)C)C)=O